N-[(3S,4S)-1-benzyl-3-methyl-4-piperidyl]-6-{3-[4-(N-methylcarbamoyl)-5-fluoro-2-anisidino]-1-propynyl}-1-(2,2,2-trifluoroethyl)-1H-1,3-benzimidazole-4-carboxamide C(C1=CC=CC=C1)N1C[C@@H]([C@H](CC1)NC(=O)C1=CC(=CC=2N(C=NC21)CC(F)(F)F)C#CCNC=2C(OC)=CC(=C(C2)C(NC)=O)F)C